(Z)-N'-(pyrimidin-2-yl)-4-(1,4,4,4-tetrafluoro-3-(3,4,5-trichlorophenyl)but-1-en-1-yl)benzoyl-hydrazine N1=C(N=CC=C1)NNC(C1=CC=C(C=C1)/C(=C/C(C(F)(F)F)C1=CC(=C(C(=C1)Cl)Cl)Cl)/F)=O